6-chloro-4-isopropyl-1-((2R,3S)-2-methyl-3-(methylsulfonylmethyl)azetidin-1-yl)-2,7-naphthyridine ClC=1C=C2C(=CN=C(C2=CN1)N1[C@@H]([C@H](C1)CS(=O)(=O)C)C)C(C)C